tert-butyl 4-[5-[1-(2,6-dioxo-3-piperidyl)-3-methyl-2-oxo-benzimidazol-5-yl] pent-4-ynyl]-3-oxo-piperazine-1-carboxylate O=C1NC(CCC1N1C(N(C2=C1C=CC(=C2)C#CCCCN2C(CN(CC2)C(=O)OC(C)(C)C)=O)C)=O)=O